(2-((4,6-Dichloropyrazolo[1,5-a]pyrazin-3-yl)oxy)ethyl)carbamic acid tert-butyl ester C(C)(C)(C)OC(NCCOC=1C=NN2C1C(=NC(=C2)Cl)Cl)=O